FC(C1=CC=C(C=C1)NC(C=1C(O)=C(C=C(C1)F)F)=O)(F)F N-(4-trifluoromethylphenyl)-3,5-difluorosalicylamide